C(CC)NC1=NC(=NC(=N1)NCCC)NO N-(4,6-Bis-propylamino-[1,3,5]triazin-2-yl)-hydroxylamine